(S)-2-(Benzyloxy)-1-((3aR,5S,6aR)-2,2-dimethyltetrahydrofuro[2,3-d][1,3]dioxol-5-yl)ethyl 4-nitrobenzoate [N+](=O)([O-])C1=CC=C(C(=O)O[C@@H](COCC2=CC=CC=C2)[C@@H]2C[C@@H]3[C@@H](OC(O3)(C)C)O2)C=C1